methyl-2-propan-2-ylcyclohexan-1-ol CC1(C(CCCC1)C(C)C)O